1-{5-[2-(2-Amino-pyridin-4-yl)-ethyl]-thiazol-2-yl}-3-(5-tert-butyl-2-cyclopropylmethyl-2H-pyrazol-3-yl)-urea NC1=NC=CC(=C1)CCC1=CN=C(S1)NC(=O)NC=1N(N=C(C1)C(C)(C)C)CC1CC1